4-(5-cyclopropyl-1,2-oxazol-3-yl)-N-{(1R,6S)-2,2-difluoro-6-[3-(propan-2-yl)-3,8-diazabicyclo[3.2.1]octan-8-yl]cyclohexyl}-4-methylpiperidine-1-carboxamide C1(CC1)C1=CC(=NO1)C1(CCN(CC1)C(=O)N[C@H]1C(CCC[C@@H]1N1C2CN(CC1CC2)C(C)C)(F)F)C